3-Bromo-5-oxo-7H-pyrrolo[3,4-b]pyridin BrC=1C=C2C(=NC1)CNC2=O